ClC(C1=NC(=NO1)C1=CC=C(CN(C=2C(C(C2NC=2C=NC=CC2)=O)=O)C)C=C1)(F)F 3-((4-(5-(chlorodifluoromethyl)-1,2,4-oxadiazol-3-yl)benzyl)(methyl)amino)-4-(pyridin-3-ylamino)cyclobut-3-ene-1,2-dione